(Z)-N-(5-cyano-4-methyl-2-(trifluoromethyl)pyridin-3-yl)-3-(3,7-difluoro-1H-indazol-6-yl)-2-fluoroacrylamide C(#N)C=1C(=C(C(=NC1)C(F)(F)F)NC(/C(=C/C1=CC=C2C(=NNC2=C1F)F)/F)=O)C